C(C)OC(C(C)(C)C1=CC=C(C=C1)C1=CC=C(C=C1)CCC=1N=NN(C1)CC1=CC=CC=C1)=O 2-(4'-(2-(1-benzyl-1H-1,2,3-triazol-4-yl)ethyl)-[1,1'-biphenyl]-4-yl)-2-methylpropionic acid ethyl ester